N1C=CC=2C(=CC=CC12)O Indol-4-ol